1-(2,7-dichloro-8-fluoropyrido[4,3-d]pyrimidin-4-yl)piperidin-4-ol ClC=1N=C(C2=C(N1)C(=C(N=C2)Cl)F)N2CCC(CC2)O